4-(4-(Cyclopropylmethyl)piperazin-1-yl)-N-iso-pentyl-1H-benzo[d]imidazole-1-carboxamide C1(CC1)CN1CCN(CC1)C1=CC=CC=2N(C=NC21)C(=O)NCCC(C)C